tert-Butyl-(2S)-2-[4-bromo-2-(4-butoxy-4,5-dihydroisoxazol-3-yl)phenoxy]-3-methylbutanoat C(C)(C)(C)OC([C@H](C(C)C)OC1=C(C=C(C=C1)Br)C1=NOCC1OCCCC)=O